(4-(2,4-dihydroxyphenyl)thiazol-2-yl)-2-oxobutanamide OC1=C(C=CC(=C1)O)C=1N=C(SC1)C(C(C(=O)N)=O)C